tert-butyl (3R,4S)-4-fluoro-3-hydroxy-1-piperidinecarboxylate F[C@@H]1[C@@H](CN(CC1)C(=O)OC(C)(C)C)O